2-((3-(3-chloro-4-fluoro-8,9-dihydropyrido[3',2':4,5]imidazo[1,2-a]pyrazin-7(6H)-yl)-3-oxopropoxy)methyl)azetidin ClC1=C(C=2N=C3N(CCN(C3)C(CCOCC3NCC3)=O)C2N=C1)F